3-{[4-(3-cyanophenyl)-6-hexylquinolin-2-yl](methyl)amino}-2-methylpropionic acid C(#N)C=1C=C(C=CC1)C1=CC(=NC2=CC=C(C=C12)CCCCCC)N(CC(C(=O)O)C)C